FC1=C(C=CC=C1COC1=NC=2CCN(CC2C=C1)CCO)C1=C(C=CC=C1)C 2-(2-((2-Fluoro-2'-methyl-[1,1'-biphenyl]-3-yl)methoxy)-7,8-dihydro-1,6-naphthyridin-6(5H)-yl)ethan-1-ol